COC(C)C12CNC(C1)C2 4-(1-methoxyethyl)-2-azabicyclo[2.1.1]hexane